C(C)C(COC(CCCCCCCC(CCCCCCCCC)COC(CCCCCCCC=CCCCCCCCC)=O)=O)CCCC 9-((octadec-9-enoyloxy)methyl)octadecanoic acid (2'-ethylhexyl) ester